tert-butyl-1-((4-(4-amino-2,6-difluorophenoxy)-7-methoxyquinolin-6-yl)oxy)cyclopropane-1-carboxylate C(C)(C)(C)OC(=O)C1(CC1)OC=1C=C2C(=CC=NC2=CC1OC)OC1=C(C=C(C=C1F)N)F